2-(4-(6-(fluoromethyl)pyridin-2-yl)but-3-ynyl)-8-phenyl-imidazo[1,2-a]pyridine FCC1=CC=CC(=N1)C#CCCC=1N=C2N(C=CC=C2C2=CC=CC=C2)C1